Tri-i-propyl-trimellitic acid C(C)(C)C=1C(=C(C(=C(C1C(=O)O)C(=O)O)C(C)C)C(=O)O)C(C)C